α-benzyl-acrylic acid C(C1=CC=CC=C1)C(C(=O)O)=C